tris(4-t-butyl-3-hydroxy-2,6-dimethylbenzyl)isocyanuric acid C(C)(C)(C)C1=C(C(=C(CN2C(N(C(N(C2=O)CC2=C(C(=C(C=C2C)C(C)(C)C)O)C)=O)CC2=C(C(=C(C=C2C)C(C)(C)C)O)C)=O)C(=C1)C)C)O